tert-butyl 2-amino-2-(2,4-difluoro-3-(trifluoromethoxy)phenyl)acetate NC(C(=O)OC(C)(C)C)C1=C(C(=C(C=C1)F)OC(F)(F)F)F